5-bromo-6-ethoxypicolinic acid methyl ester COC(C1=NC(=C(C=C1)Br)OCC)=O